m-xylylene-bis(dimethylamine) C1(=CC(=CC=C1)CN(C)C)CN(C)C